2-chloro-4-((2-isopropoxy-4-methoxyphenyl)amino)pyrimidine-3-carbonitrile ClC1N=CC=C(N1C#N)NC1=C(C=C(C=C1)OC)OC(C)C